6-{2,8-dimethylimidazo[1,2-b]pyridazin-6-yl}-4-methyl-2-(piperidin-4-yl)isoquinolin-1-one CC=1N=C2N(N=C(C=C2C)C=2C=C3C(=CN(C(C3=CC2)=O)C2CCNCC2)C)C1